(R)-3-(4-(4-hydroxyphenyl)piperidin-1-yl)-1-(4-methylbenzyl)pyrrolidin-2-one OC1=CC=C(C=C1)C1CCN(CC1)[C@H]1C(N(CC1)CC1=CC=C(C=C1)C)=O